potassium phosphorus aluminum salt [Al].[P].[K]